CCCCC(CC)C(=O)OCC(CC)(COC(=O)C(CC)CCCC)COC(=O)C(CC)CCCC trimethylolpropane tris(2-ethylhexanoate)